CC1(N(CC(C1)CC(CNC1=NC(=CC=C1)S(N)(=O)=O)C1=CC=CC=C1)C(=O)OC(C)(C)C)C tert-Butyl 2,2-dimethyl-4-[2-phenyl-3-[(6-sulfamoyl-2-pyridyl)amino]propyl]pyrrolidine-1-carboxylate